N-(2-ethylhexyl)acrylamide C(C)C(CNC(C=C)=O)CCCC